BrC1=CSC2=C1NC(C(=C2O)C2=CC(=CC=C2)F)=O 3-bromo-6-(3-fluorophenyl)-7-hydroxythieno[3,2-b]pyridin-5(4H)-one